9,9'-(5-(4,6-diphenyl-1,3,5-triazin-2-yl)-1,3-phenylene)bis(3-(pyridin-2-yl)-9H-carbazole) C1(=CC=CC=C1)C1=NC(=NC(=N1)C1=CC=CC=C1)C=1C=C(C=C(C1)N1C2=CC=CC=C2C=2C=C(C=CC12)C1=NC=CC=C1)N1C2=CC=CC=C2C=2C=C(C=CC12)C1=NC=CC=C1